2-(5-Chlorothiobenzene-2-yl)-2-(piperidin-4-ylidene)acetonitrile hydrochloride salt Cl.ClSC=1C=CC(=CC1)C(C#N)=C1CCNCC1